C(#N)C1=C(CN(C(=O)C2=C(N(C=C2)C)C)C2=CC=C3C=NN(C3=C2)C2OCCCC2)C=CC=C1 N-(2-cyanobenzyl)-1,2-dimethyl-N-[1-(tetrahydro-2H-pyran-2-yl)-1H-indazol-6-yl]-1H-pyrrole-3-carboxamide